trans-2-hexen C\C=C\CCC